5-(1-Methyl-cyclopropyl)-isoxazole-3-carboxylic acid {2-[2-(1-methyl-1H-pyrazol-4-yl)-3H-imidazo[4,5-b]pyridin-7-yl]-6,7,8,9-tetrahydro-5H-benzocyclohepten-5-yl}-amide CN1N=CC(=C1)C1=NC=2C(=NC=CC2C=2C=CC3=C(CCCCC3NC(=O)C3=NOC(=C3)C3(CC3)C)C2)N1